2-(2'-(4-methyl-4H-1,2,4-triazol-3-yl)-[1,1'-biphenyl]-3-yl)-7-(trifluoromethyl)benzo[d]oxazole CN1C(=NN=C1)C1=C(C=CC=C1)C1=CC(=CC=C1)C=1OC2=C(N1)C=CC=C2C(F)(F)F